6-[3-(5-Chloro-2-methoxypyridine-3-sulfonamido)-2,6-difluorophenyl]-7-fluoro-N-(2,2,2-trifluoroethyl)-1H-indazole-3-carboxamide ClC=1C=C(C(=NC1)OC)S(=O)(=O)NC=1C(=C(C(=CC1)F)C1=CC=C2C(=NNC2=C1F)C(=O)NCC(F)(F)F)F